N,1-dimethyl-2,3-dioxo-4-(piperidin-4-yl)-1,2,3,4-tetrahydropyrido[2,3-b]pyrazine-7-carboxamide CNC(=O)C1=CC2=C(N(C(C(N2C)=O)=O)C2CCNCC2)N=C1